The molecule is an ammonium ion that results in the protonation of the nitrogen atom of pizotifen. It is a benzocycloheptathiophene and an ammonium ion derivative. It is a conjugate acid of a pizotifen. C[NH+]1CCC(=C2C3=C(CCC4=CC=CC=C42)SC=C3)CC1